N-(2-(4-(2-(2,6-dioxopiperidin-3-yl)-1,3-dioxoisoindolin-4-yl)piperazin-1-yl)-2-oxoethyl)-N-methylglycine O=C1NC(CCC1N1C(C2=CC=CC(=C2C1=O)N1CCN(CC1)C(CN(CC(=O)O)C)=O)=O)=O